C(C)(C)(C)OC(=O)N1CCN(CC1)C=1N=CC=2CC(CCC2C1)C(=O)OC methyl 3-[4-[(tert-butoxy) carbonyl] piperazin-1-yl]-5,6,7,8-tetrahydroisoquinoline-7-carboxylate